CN(C/C=C/C(=O)O)C (E)-4-(dimethylamino)-but-2-enoic acid